(S)-2-(4-(trifluoromethyl)phenyl)oxirane FC(C1=CC=C(C=C1)[C@@H]1OC1)(F)F